1,6-dimethyl-7-(4,4,5,5-tetramethyl-1,3,2-dioxaborolane-2-yl)-1H-Indazole CN1N=CC2=CC=C(C(=C12)B1OC(C(O1)(C)C)(C)C)C